FC12CC(C1)(C2)C(=O)NC=2C=CC(=NC2)C=2N=NN(C2NC(O[C@H](C)C=2C(=NC=C(C2)F)F)=O)C (R)-1-(2,5-difluoropyridin-3-yl)ethyl (4-(5-(3-fluorobicyclo[1.1.1]pentane-1-carboxamido)pyridin-2-yl)-1-methyl-1H-1,2,3-triazol-5-yl)carbamate